epsilon-FMOC-lysine C(=O)(OCC1C2=CC=CC=C2C2=CC=CC=C12)C(CCC[C@H](N)C(=O)O)N